(2S,3R,5R)-3-(5-((2,5-dichloro-3,4-dihydroxybenzoylamino)methyl)-4,5-dihydroisoxazol-3-yl)-3-methyl-7-oxo-4-thia-1-azabicyclo[3.2.0]heptane-2-carboxylic acid 4,4-dioxide ClC1=C(C(=O)NCC2CC(=NO2)[C@]2([C@@H](N3C(C[C@H]3S2(=O)=O)=O)C(=O)O)C)C=C(C(=C1O)O)Cl